5-phenyl-2,2'-bipyridine C1(=CC=CC=C1)C=1C=CC(=NC1)C1=NC=CC=C1